N-(5-((4-(1-cyclopropyl-1H-indol-3-yl)-5-(oxazol-2-yl)pyrimidin-2-yl)amino)-4-methoxy-2-(4-morpholinopiperidin-1-yl)phenyl)acrylamide C1(CC1)N1C=C(C2=CC=CC=C12)C1=NC(=NC=C1C=1OC=CN1)NC=1C(=CC(=C(C1)NC(C=C)=O)N1CCC(CC1)N1CCOCC1)OC